O1C(=CC=C1)C1=CN(C(C2=CC=CC=C12)=O)C 4-(furan-2-yl)-2-methylisoquinolin-1-one